(E,2S,3R)-2-aminoheptacosane-4-ene-1,3-diol N[C@@H](CO)[C@@H](\C=C\CCCCCCCCCCCCCCCCCCCCCC)O